tert-Butyl 4-(2-(((benzyloxy)carbonyl)(methyl)amino)ethyl)piperazine-1-carboxylate C(C1=CC=CC=C1)OC(=O)N(CCN1CCN(CC1)C(=O)OC(C)(C)C)C